Boc-hydroxyproline C(=O)(OC(C)(C)C)N1[C@@H](C[C@@H](O)C1)C(=O)O